NC1=CC=C(C(=N1)C1=C(C=C2C(=NC=NC2=C1)N1CCN(CC1)C(C=C)=O)N1CCC1)C(F)(F)F 1-[4-[7-[6-amino-3-(trifluoromethyl)-2-pyridinyl]-6-(azetidin-1-yl)quinazolin-4-yl]piperazin-1-yl]prop-2-en-1-one